(3-Cyclopropylpropyl)-4-morpholino-1H-benzo[d]imidazole-1-carboxamide C1(CC1)CCCC1=NC2=C(N1C(=O)N)C=CC=C2N2CCOCC2